ClC1=CN=C2N1C=CC(=C2)S(=O)(=O)N([C@@H](C(F)(F)F)C2=CC=C(C=C2)F)CC (R)-3-chloro-N-ethyl-N-(2,2,2-trifluoro-1-(4-fluorophenyl)ethyl)imidazo[1,2-a]pyridine-7-sulfonamide